NC1=NC2=CC(=CN=C2C(=C1)N[C@@](CO)(CCCC)C)C=1CCN(CC1)C (R)-2-((2-amino-7-(1-methyl-1,2,3,6-tetrahydropyridin-4-yl)-1,5-naphthyridin-4-yl)amino)-2-methylhexan-1-ol